NC=1C=C(C=CC1)C1=CC(=C(C(=C1)N(C1CCOCC1)CC)C)C(=O)OC Methyl 3'-amino-5-(ethyl(tetrahydro-2H-pyran-4-yl)amino)-4-methyl-[1,1'-biphenyl]-3-carboxylate